(2-cyano-1-ethoxy-1-oxoprop-2-yl)-3-nitrobenzoic acid methyl ester COC(C1=C(C(=CC=C1)[N+](=O)[O-])C(C(=O)OCC)(C)C#N)=O